Cl.C(CCCCCCCCCCC)(=O)N lauramide hydrochloride